(R)-N-(5-(5-ethyl-1,2,4-oxadiazol-3-yl)-2,3-dihydro-1H-inden-1-yl)-5-methylpyrimidine-4-carboxamide C(C)C1=NC(=NO1)C=1C=C2CC[C@H](C2=CC1)NC(=O)C1=NC=NC=C1C